4-cyclopropyl-5-(2,2-difluoroethyl)-6-methoxy-pyrimidin-2-amine C1(CC1)C1=NC(=NC(=C1CC(F)F)OC)N